4-piperidyl 6-[6-[5-(6-methyl-2-pyridyl)-1H-imidazol-4-yl]-3-quinolyl]pyridine-3-carboxylate CC1=CC=CC(=N1)C1=C(N=CN1)C=1C=C2C=C(C=NC2=CC1)C1=CC=C(C=N1)C(=O)OC1CCNCC1